3-O-(tert-butylsilyl)-2-N-butyryl-D-glucosamine C(C)(C)(C)[SiH2]O[C@@H]1[C@H](C(O)O[C@@H]([C@H]1O)CO)NC(CCC)=O